C1(=C(C=CC=C1)[C@H]([C@@H](C)O)C)C (2R,3R)-3-(o-tolyl)butan-2-ol